2-cyano-N-cyclopropyl-5-[3-[1-methyl-3-(1,1,2,2,2-pentafluoroethyl)-4-(trifluoromethyl)pyrrol-2-yl]isoxazol-5-yl]thiophene-3-carboxamide C(#N)C=1SC(=CC1C(=O)NC1CC1)C1=CC(=NO1)C=1N(C=C(C1C(C(F)(F)F)(F)F)C(F)(F)F)C